N-(5-(2-((1s,4s)-7-azabicyclo[2.2.1]heptan-7-yl)acetamido)-2-methylpyridin-3-yl)-6-(3-fluoro-4-(methylcarbamoyl)phenyl)pyrazolo[1,5-a]pyrazine-3-carboxamide C12CCC(CC1)N2CC(=O)NC=2C=C(C(=NC2)C)NC(=O)C=2C=NN1C2C=NC(=C1)C1=CC(=C(C=C1)C(NC)=O)F